[Si](C)(C)(C(C)(C)C)OCC=1C=CC(=C(C1)C1N(C=CC(=C1I)OC)C)OC1=C(C=C(C=C1)F)F (5-(((tert-butyldimethylsilyl)oxy)methyl)-2-(2,4-difluorophenoxy)phenyl)-3-iodo-4-methoxy-1-methylpyridin